C(C)(C)C1(N(C(=C(N1C)C1=C(C=CC=C1)OC)C1=C(C=CC=C1)OC)C)C1(N(C(=C(N1C)C1=C(C=CC=C1)OC)C1=C(C=CC=C1)OC)C)C(C)C 2,2'-diisopropyl-4,4',5,5'-tetrakis(2-methoxyphenyl)-1,1',3,3'-tetramethyl-2,2',3,3'-tetrahydro-1H,1'H-2,2'-biimidazol